COC(=O)C=1C=NC2=CC=C(C=C2C1C(C)C)Cl.NCC(=O)NC=1SC=C(N1)C1=CC(=CC=C1)COC1COCC1 2-amino-N-(4-(3-(((tetrahydrofuran-3-yl)oxy)methyl)phenyl)thiazol-2-yl)acetamide methyl-6-chloro-4-isopropyl-quinoline-3-carboxylate